COC=1C=2N(C=CC1)C(=NC2)C(C)(C)NC(OC(C)(C)C)=O tert-butyl (2-(8-methoxyimidazo[1,5-a]pyridin-3-yl)propan-2-yl)carbamate